CC1(CNC2CC2C1)O 4-methyl-2-azabicyclo[4.1.0]heptan-4-ol